IC1=C(C(=O)Cl)C=C(C=C1I)I 2,3,5-Triiodobenzoylchlorid